C(C)(C)C1CCN(CC1)C1=CC=C(C=N1)N 6-(4-isopropylpiperidin-1-yl)pyridin-3-amine